4-ferrocenylmethyl-1,2,4-triazoline-3,5-dione [C-]1(C=CC=C1)CN1C(N=NC1=O)=O.[CH-]1C=CC=C1.[Fe+2]